ClC1=C(C=C(C=C1)F)C1(N(C(C2=C3C=CN(C(C3=CC(=C21)C2=C(C(=O)N)C=C(C=C2C(F)(F)F)F)=O)C)=O)CC2=CC=C(C=C2)OC)O [3-(2-chloro-5-fluorophenyl)-3-hydroxy-2-[(4-methoxyphenyl)methyl]-7-methyl-1,6-dioxo-2,3-dihydro-1H-pyrrolo[4,3-f]isoquinolin-4-yl]-5-fluoro-3-(trifluoromethyl)benzamide